ClC1=C(C=C(C=2C=NNC12)NCCOCCCCNCC1=CC(=C(C(=C1)F)OC(F)(F)F)F)N1C=NN=C1 7-chloro-N-(2-(4-((3,5-difluoro-4-(trifluoromethoxy)benzyl)amino)butoxy)ethyl)-6-(4H-1,2,4-triazol-4-yl)-1H-indazol-4-amine